N1C=C(C2=CC=CC=C12)C1CN(CCC1)C(=O)OC(C)(C)C Tert-Butyl 3-(1H-indol-3-yl)piperidine-1-carboxylate